tert-butyl 5-((((methylthio)carbonothioyl)oxy)methyl)-2-azabicyclo(2.2.1)heptane-2-carboxylate CSC(=S)OCC1C2CN(C(C1)C2)C(=O)OC(C)(C)C